FC(C(CCO)(C(C(C(C(C(CCO)(F)F)(F)F)(F)F)(F)F)(F)F)F)(F)F 3-(trifluoromethyl)-3,4,4,5,5,6,6,7,7,8,8-undecafluoro-1,10-decanediol